C(C)(C)(C)OC(=O)N1[C@@H](CN([C@H](C1)C)C=1C2=C(N=CN1)N(C=C2I)S(=O)(=O)C2=CC=C(C)C=C2)C (2r,5s)-4-(5-iodo-7-tosyl-7H-pyrrolo[2,3-d]pyrimidin-4-yl)-2,5-dimethylpiperazine-1-carboxylic acid tert-butyl ester